13Z,16Z,19Z-docosatrienoic acid amide C(C=CC=CC=CCCCCCCCCCCCCCCC)(=O)N